3-chloro-5-(2-(4-((2-(2-(piperidin-4-yl)-2,7-diazaspiro[3.5]nonan-7-yl)pyrimidin-4-yl)methoxy)phenyl)propan-2-yl)benzonitrile ClC=1C=C(C#N)C=C(C1)C(C)(C)C1=CC=C(C=C1)OCC1=NC(=NC=C1)N1CCC2(CN(C2)C2CCNCC2)CC1